methyl 4-fluoro-6-methoxy-1H-pyrrolo[2,3-b]pyridine-2-carboxylate FC1=C2C(=NC(=C1)OC)NC(=C2)C(=O)OC